O1[C@@H](CC1)CN1C(=NC2=C1C=C(C=C2)C(=O)[O-])CN2CCC(CC2)C2=NC(=CC=C2)OCC2=CC=CC=1N2N=CC1 (S)-1-((oxetan-2-yl)methyl)-2-((4-(6-((pyrazolo[1,5-a]pyridin-7-yl) Methoxy)pyridin-2-yl)piperidin-1-yl)methyl)-1H-benzo[d]imidazole-6-carboxylate